rac-4-(1-((benzyloxy)carbonyl)-2-methylpyrrolidin-2-yl)-2-chloropyridine 1-oxide C(C1=CC=CC=C1)OC(=O)N1[C@@](CCC1)(C)C1=CC(=[N+](C=C1)[O-])Cl |r|